C(N)(OC(CC=1OC(=NN1)C)C1=CC(=CC=C1)C1=CC=C(C=C1)Cl)=O [1-[3-(4-chlorophenyl) phenyl]-2-(5-methyl-1,3,4-oxadiazol-2-yl) ethyl] carbamate